ClC=1C(=NC(=NC1)NC1CCOCC1)C=1C=C2C(=NC1)CN(C2=O)CC(=O)N[C@H](CO)C2=CC(=CC=C2)C 2-(3-{5-chloro-2-[(Oxacyclohex-4-yl)amino]pyrimidin-4-yl}-5-oxo-5H,6H,7H-pyrrolo[3,4-b]pyridin-6-yl)-N-[(1S)-2-hydroxy-1-(3-methylphenyl)ethyl]acetamide